(2S)-4-[5-chloro-6-oxo-2-(4-pyridinyl)-1H-pyrimidin-4-yl]piperazine-1,2-dicarboxylic acid O1-tert-butyl O2-methyl ester COC(=O)[C@H]1N(CCN(C1)C=1N=C(NC(C1Cl)=O)C1=CC=NC=C1)C(=O)OC(C)(C)C